FC1=C(OCC(=O)O)C=C(C(=C1F)CC1=CC(=C(C=C1)O)C(C)C)C 2-(2,3-difluoro-4-(4-hydroxy-3-isopropylbenzyl)-5-methylphenoxy)acetic acid